dibutyl-pyridone C(CCC)C1=C(C(NC=C1)=O)CCCC